7-amino-4-(tetrahydrofuran-3-yl)-3,4-dihydro-2H-benzo[b][1,4]oxazine-6-carboxylic acid methyl ester COC(=O)C1=CC2=C(OCCN2C2COCC2)C=C1N